O1C(C(CC2=CC=CC=C12)O)(C1=CC=CC=C1)O flavanediol